OC1(CN(C1)C(=O)OC(C)(C)C)CNC[C@H](CNC(=O)OCC=C)O |r| tert-butyl 3-hydroxy-3-[[[rac-(2R)-3-(allyloxycarbonylamino)-2-hydroxy-propyl]amino]methyl]azetidine-1-carboxylate